6-methoxy-4-(1-methoxyethyl)-1,5-naphthyridin COC=1N=C2C(=CC=NC2=CC1)C(C)OC